2-(2-chloro-4-(1H-pyrazol-4-yl)phenyl)-5-((3aR,6aR)-1-methylhexahydropyrrolo[3,4-b]pyrrol-5(1H)-yl)-1,3,4-thiadiazole ClC1=C(C=CC(=C1)C=1C=NNC1)C=1SC(=NN1)N1C[C@@H]2N(CC[C@@H]2C1)C